(R)-2-methyl-7-(6-(3-methylpiperidine-1-carbonyl)naphthalen-1-yl)-5,6,7,8-tetrahydro-[1,2,4]triazolo[4,3-a]pyrazin-3(2H)-one CN1N=C2N(CCN(C2)C2=CC=CC3=CC(=CC=C23)C(=O)N2C[C@@H](CCC2)C)C1=O